S-cyclohexylsulfenamide C1(CCCCC1)SN